N1(CCCC1)C(=O)OOS(=O)(=O)C(F)(F)F (trifluoromethanesulfonyloxy) pyrrolidine-1-carboxylate